5-[{6-(trifluoromethyl)pyridin-3-yl}oxy]quinoline-8-carbonitrile FC(C1=CC=C(C=N1)OC1=C2C=CC=NC2=C(C=C1)C#N)(F)F